difluorosulfonic acid Lithium [Li].FOS(=O)(=O)F